C1=CC=CC=2C3=CC=CC=C3N(C12)C1=C(C(=C(C(=C1N1C2=CC=CC=C2C=2C=CC=CC12)C1=CC(=NC(=C1)C1=CC=CC=C1)C1=CC=CC=C1)N1C2=CC=CC=C2C=2C=CC=CC12)N1C2=CC=CC=C2C=2C=CC=CC12)C=1OC2=C(N1)C=CC=C2 2-(2,3,5,6-tetra(9H-carbazol-9-yl)-4-(2,6-diphenylpyridin-4-yl)phenyl)benzo[d]oxazole